Butyl maleat C(\C=C/C(=O)[O-])(=O)OCCCC